N-(2,2-difluoroethyl)-N-((1s,3s)-3-methyl-3-((6-(1-methyl-1H-pyrazol-4-yl)pyrazolo[1,5-a]pyrazin-4-yl)oxy)cyclobutyl)but-2-ynamide FC(CN(C(C#CC)=O)C1CC(C1)(OC=1C=2N(C=C(N1)C=1C=NN(C1)C)N=CC2)C)F